FC=1C=C2C(=NC(=NC2=CC1)C)N1CC=2C=C(C=NC2CC1)C=1C=NC(=CC1)C 6-fluoro-2-methyl-4-[3-(6-methyl-3-pyridyl)-7,8-dihydro-5H-1,6-naphthyridin-6-yl]quinazoline